6-chloro-3-(1H-imidazol-1-yl)-1-methyl-2-(3-(trifluoromethyl)-1H-1,2,4-triazol-5-yl)-1H-indole-7-carbonitrile ClC1=CC=C2C(=C(N(C2=C1C#N)C)C1=NC(=NN1)C(F)(F)F)N1C=NC=C1